ClC1=CC(=CN1C)C(=O)N[C@H]1C[C@H](CCC1)NC1=CC(=NC2=CC=C(C=C12)Cl)C(F)(F)F 5-chloro-N-[(1r,3s)-3-{[6-chloro-2-(trifluoromethyl)quinolin-4-yl]amino}cyclohexyl]-1-methyl-1H-pyrrole-3-carboxamide